N[C@@H]1[C@@H](OCC12CCN(CC2)C=2N=CC(=NC2)SC2=CC=C1C=CN(C(C1=C2Cl)=O)C(C)C)C 7-((5-((3S,4S)-4-amino-3-methyl-2-oxa-8-azaspiro[4.5]decan-8-yl)pyrazin-2-yl)thio)-8-chloro-2-isopropylisoquinolin-1(2H)-one